isopropyl-8-(4-(trifluoromethyl)cyclohex-1-en-1-yl)quinoline-3-carboxamide C(C)(C)C1=NC2=C(C=CC=C2C=C1C(=O)N)C1=CCC(CC1)C(F)(F)F